[N+](=O)([O-])C1=CC=C(C=C1)NC(C(=C)C)=O N-4-nitrophenyl-methacrylamide